N-(tert-butyl)-2-fluoro-5-(5''-(methylsulfonamido)dispiro[cyclopropane-1,1'-cyclohexane-4',3''-indoline]-1''-carbonyl)benzenesulfonamide C(C)(C)(C)NS(=O)(=O)C1=C(C=CC(=C1)C(=O)N1CC2(C3=CC(=CC=C13)NS(=O)(=O)C)CCC1(CC2)CC1)F